N-(4'-methylphenyl)-2-acetyl-3-methylamino-2-butenamide CC1=CC=C(C=C1)NC(C(=C(C)NC)C(C)=O)=O